C(CCCCCCCCCCCCCCC)(=O)OC(C)OC(=O)N(C1C2CCC(C1C1=CC=CC=C1)C2)CC N-(1-Hexadecanoyloxyethoxy-carbonyl)-(-)-N-ethyl-3-phenylbicyclo[2.2.1]heptan-2-amine